N-methyldimethylamine CN(C)C